FC1=C(C=CC=C1)C1=CC=C(C=C1)CCCNC(CC1=CC=C(C=C1)C)=O N-(3-(2'-fluoro-[1,1'-biphenyl]-4-yl)propyl)-2-(p-tolyl)acetamide